NC=1N=CC2=C(N1)C(=CN2)C2=CC=C(C=C2)C#CC(C)(O)C=2SC=CN2 4-(4-(2-amino-5H-pyrrolo[3,2-d]pyrimidin-7-yl)phenyl)-2-(thiazol-2-yl)but-3-yn-2-ol